C1(CC1)C1=NC(=CC(=C1)C1=C(C=C(C#N)C=C1)C1=NN=CN1C)N1C(C2=CC(=CC=C2C1)CNC[C@H](CC)O)=O (S)-4-(2-Cyclopropyl-6-(6-(((2-hydroxybutyl)amino)methyl)-1-oxoisoindolin-2-yl)pyridin-4-yl)-3-(4-methyl-4H-1,2,4-triazol-3-yl)benzonitrile